4-Chloro-2-(2-fluoroprop-2-yl)pyrimidine ClC1=NC(=NC=C1)C(C)(C)F